FC(C1=C(C=CC=C1)CC(=O)O)(F)F o-trifluoromethyl-phenylacetic acid